2-thioureidoisonicotinamide N(C(=S)N)C1=C(C(=O)N)C=CN=C1